[1,1'-bis(diphenylphosphino)ferrocene] nickel dichloride [Ni](Cl)Cl.C1(=CC=CC=C1)P([C-]1C=CC=C1)C1=CC=CC=C1.[C-]1(C=CC=C1)P(C1=CC=CC=C1)C1=CC=CC=C1.[Fe+2]